Cl.FC1(CC1)C(=O)N[C@H](C(=O)N1C(CC(C1)O)C(=O)N)C(C)(C)C 1-[(2S)-2-[(1-fluorocyclopropyl)formamido]-3,3-dimethylbutanoyl]-4-hydroxy-pyrrolidine-2-carboxamide hydrochloride